2,3,4,5-tetrachloro-6-cyanobenzoic acid methyl ester COC(C1=C(C(=C(C(=C1C#N)Cl)Cl)Cl)Cl)=O